triglycerol C(C(COCC(COCC(CO)O)O)O)O